5-((tert-butylsulfinyl)imino)-5,7-dihydrospiro[cyclopenta[c]pyridine-6,4'-piperidine]-1'-carboxylic acid tert-butyl ester C(C)(C)(C)OC(=O)N1CCC2(CC1)C(C1=C(C=NC=C1)C2)=NS(=O)C(C)(C)C